N-[2-(6-chloro-2-pyridyl)-2-(1,5-dimethylpyrazol-4-yl)propyl]-5-(3,5-difluoro-2-pyridyl)isoxazole-3-carboxamide ClC1=CC=CC(=N1)C(CNC(=O)C1=NOC(=C1)C1=NC=C(C=C1F)F)(C)C=1C=NN(C1C)C